2,2,2-trifluoroethyl nonafluorobutanesulfonate FC(C(C(C(S(=O)(=O)OCC(F)(F)F)(F)F)(F)F)(F)F)(F)F